I[Ir](C1(C(=C(C(=C1C)C)C)C)C)I diiodo(pentamethylcyclopentadienyl)iridium (III)